(3R)-2'-[6-amino-5-(difluoromethoxy)pyridin-3-yl]-N-[(1R)-1-phenylethyl]-5',6'-dihydrospiro[pyrrolidine-3,4'-pyrrolo[1,2-b]pyrazole]-1-carboxamide NC1=C(C=C(C=N1)C=1C=C2N(N1)CC[C@]21CN(CC1)C(=O)N[C@H](C)C1=CC=CC=C1)OC(F)F